2'-chloro-5'-methoxy-6-methyl-(4,4'-bipyridyl)-3-carboxylic acid ClC1=NC=C(C(=C1)C1=C(C=NC(=C1)C)C(=O)O)OC